CC=1C=C2C=C(C(NC2=CC1)=O)C[C@@H](C(=O)N)NC (S)-3-(6-methyl-2-oxo-1,2-dihydroquinolin-3-yl)-2-(methylamino)propanamide